FC1=C(C(=CC=C1)F)C=1C=CC(=NC1)[C@H](C)NC(=O)[C@H]1N(C[C@@H](C1)O)C([C@H](C(C)(C)C)NC(OC(C)(C)C)=O)=O tert-butyl ((S)-1-((2S,4R)-2-(((S)-1-(5-(2,6-difluorophenyl)pyridin-2-yl)ethyl)carbamoyl)-4-hydroxypyrrolidin-1-yl)-3,3-dimethyl-1-oxobutan-2-yl)carbamate